ClC1=C(C(=CC=C1)Cl)N1C=2N(C3=C(C1=O)C=NC(=N3)NC3=CC=C1C(CN(CC1=C3)C)(C)C)C=CN2 6-(2,6-dichlorophenyl)-2-[(2,4,4-trimethyl-1,2,3,4-tetrahydroisoquinolin-7-yl)amino]imidazo[1,2-a]pyrimido[5,4-e]pyrimidin-5(6H)-one